chloro-2-fluoro-N-[4-(4-{[(3S,4R)-3-fluoro-1-(2-hydroxyethyl)piperidin-4-yl]oxy}-3-methyl-1H-pyrazolo[3,4-d]pyrimidin-6-yl)phenyl]benzenesulfonamide ClC=1C(=C(C=CC1)S(=O)(=O)NC1=CC=C(C=C1)C1=NC(=C2C(=N1)NN=C2C)O[C@H]2[C@H](CN(CC2)CCO)F)F